1-Oxoisoindolin O=C1NCC2=CC=CC=C12